C\C=C/C=CC cis-2,4-hexadiene